(quinolin-6-yl)propanamide N1=CC=CC2=CC(=CC=C12)C(C(=O)N)C